3-acetamidonicotinic acid C(C)(=O)NC1(C(=O)O)CN=CC=C1